(3-(8-((2-cyclopropyl-5-ethoxy-4'-fluoro-[1,1'-biphenyl]-4-yl)methyl)-2-oxo-1-oxa-3,8-diazaspiro[4.5]decan-3-yl)bicyclo[1.1.1]pentan-1-yl)methanesulfonic acid C1(CC1)C1=C(C=C(C(=C1)CN1CCC2(CN(C(O2)=O)C23CC(C2)(C3)CS(=O)(=O)O)CC1)OCC)C1=CC=C(C=C1)F